5-morpholino-7-azaindole O1CCN(CC1)C=1C=C2C=CNC2=NC1